1-(7-(4-(2,6-bis(benzyloxy)pyridin-3-yl)-3,5-difluorophenyl)-6,7-dihydro-5H-pyrrolo[2,3-d]pyrimidin-4-yl)piperidin-4-one C(C1=CC=CC=C1)OC1=NC(=CC=C1C1=C(C=C(C=C1F)N1CCC2=C1N=CN=C2N2CCC(CC2)=O)F)OCC2=CC=CC=C2